isotriacontyl-carbamic acid C(CCCCCCCCCCCCCCCCCCCCCCCCCCC(C)C)NC(O)=O